FC(S(=O)(=O)OC1=C2C=C(N=CC2=C(C=C1)Br)Cl)(F)F 8-bromo-3-chloroisoquinolin-5-yl trifluoromethanesulfonate